COC(=O)CCC=1OCCN1 2-methoxycarbonyl-ethyl-2-oxazoline